N-methyl-N-octyl-D-galactaric acid amide CN(C([C@H]([C@@H]([C@@H]([C@H](C(=O)O)O)O)O)O)=O)CCCCCCCC